(S)-3-(cyclopropylmethyl)-6-((1-phenylethyl)amino)pyrimidine-2,4(1h,3h)-dione C1(CC1)CN1C(NC(=CC1=O)N[C@@H](C)C1=CC=CC=C1)=O